4-fluoro-N-(1-(5-fluoropyridin-2-yl)-1H-pyrazol-3-yl)pyrrolidine-2-carboxamide FC1CC(NC1)C(=O)NC1=NN(C=C1)C1=NC=C(C=C1)F